5-Hydroxy-7-methoxy-3-(4-methoxyphenyl)-4H-chromen-4-one OC1=C2C(C(=COC2=CC(=C1)OC)C1=CC=C(C=C1)OC)=O